tert-butyl (N-(2-(1-(2-(pyridin-4-ylamino)pyrimidin-4-yl)piperidin-4-yl)ethyl)sulfamoyl)carbamate N1=CC=C(C=C1)NC1=NC=CC(=N1)N1CCC(CC1)CCNS(=O)(=O)NC(OC(C)(C)C)=O